C1(=CC=C(C=C1)CNC(=O)C1=C(C=2C(=NC=3N(C2N=C1)N=C(C3)C)C)O)C3=CC=CC=C3 N-([1,1'-Biphenyl]-4-ylmethyl)-6-hydroxy-2,5-dimethylpyrazolo[1,5-a]pyrido[3,2-e]pyrimidine-7-carboxamide